C1(CCCC1)C1N(CCCC1)C(C(=O)NC=1C=NC(=C(C(=O)N)C1)OC)=O 5-(2-(2-cyclopentylpiperidin-1-yl)-2-oxoacetamido)-2-methoxynicotinamide